(R)-3-hydroxybutyric acid calcium salt [Ca+2].O[C@@H](CC(=O)[O-])C.O[C@@H](CC(=O)[O-])C